N-[3-(difluoromethyl)-1-[4-(hydroxymethyl)phenyl]pyrazol-4-yl]-5-[(1r,4r)-2-oxa-5-azabicyclo[2.2.1]hept-5-yl]pyrazolo[1,5-a]pyrimidine-3-carboxamide FC(C1=NN(C=C1NC(=O)C=1C=NN2C1N=C(C=C2)N2[C@H]1CO[C@@H](C2)C1)C1=CC=C(C=C1)CO)F